3-(sec-butyl)-2-oxo-N-(2-oxopiperidin-3-yl)-1,2,3,5-tetrahydro-4H-benzo[1,4]diazepine-4-carboxamide C(C)(CC)C1C(NC2=C(CN1C(=O)NC1C(NCCC1)=O)C=CC=C2)=O